CN(S(=O)(=O)NC1=C(N=CS1)C(=O)O)C1=CC=CC=C1 5-{[methyl(phenyl)sulfamoyl]amino}-1,3-thiazole-4-carboxylic acid